Methyl 2-(1-cyclobutyl-1H-imidazol-4-yl)-5-nitrobenzoate C1(CCC1)N1C=NC(=C1)C1=C(C(=O)OC)C=C(C=C1)[N+](=O)[O-]